(S)-6-((4-(3-aminopiperidin-1-yl)-5-(1-methyl-1H-pyrazol-4-yl)pyridin-2-yl)amino)-1-isopropyl-1H-pyrazolo[3,4-b]pyridine-3-carbonitrile N[C@@H]1CN(CCC1)C1=CC(=NC=C1C=1C=NN(C1)C)NC1=CC=C2C(=N1)N(N=C2C#N)C(C)C